methyl β-methoxypropionate COCCC(=O)OC